C(C)(C)(C)OC(=O)N1CCN(CC1)C1=CC=C(C=C1)B(O)O (4-(4-(tert-butoxycarbonyl)-piperazin-1-yl)phenyl)boronic acid